ClC1(C)CC(=CC=C1)Cl 1,3-dichlorotoluene